[4-[5-(trifluoromethyl)-2-pyridinyl]-1-piperazinyl]carbonyl-1(2H)-phthalazinone FC(C=1C=CC(=NC1)N1CCN(CC1)C(=O)N1C(C2=CC=CC=C2C=N1)=O)(F)F